FC=1C=C2CCN(CC2=CC1)C1=CC(=C(C(=C1)C1CCOCC1)NC(CC(C)(C)C)=O)C N-(4-(6-fluoro-3,4-dihydroisoquinolin-2(1H)-yl)-2-methyl-6-(tetrahydro-2H-pyran-4-yl)phenyl)-3,3-dimethylbutyramide